2-(((4-(Dimethylamino)butanoyl)oxy)methyl)-2-(hydroxymethyl)propane-1,3-diyl dioleate C(CCCCCCC\C=C/CCCCCCCC)(=O)OCC(COC(CCCCCCC\C=C/CCCCCCCC)=O)(CO)COC(CCCN(C)C)=O